BrC1=CC2=C(C(=NO2)C2=C(C=CC=C2)[C@H](CC2=NC=CC=C2)NC(OC(C)(C)C)=O)C=C1 tert-butyl (S)-{1-[2-(6-bromobenzo[d]isoxazol-3-yl)phenyl]-2-(pyridine-2-yl)ethyl}carbamate